(S)-6-Methyl-N-((S)-7-oxo-1-(5-(4-(trifluoromethyl)phenyl)-1H-imidazol-2-yl)nonyl)-6-azaspiro[2.5]octan-1-carboxamid CN1CCC2(C[C@@H]2C(=O)N[C@@H](CCCCCC(CC)=O)C=2NC(=CN2)C2=CC=C(C=C2)C(F)(F)F)CC1